C1(C=CC=C2C=CC3=C4C=CC=C4C=CC3=C12)=O cyclopenta[a]phenanthren-1-one